CC1=CC=C(S1)CC#N 2-(5-Methylthiophen-2-yl)acetonitrile